O1CC[C@H](C2=CC=CC=C12)C(=O)N (R)-chromane-4-carboxamide